(2-amino-3,5-dibromobenzyl)ammonia NC1=C(CN)C=C(C=C1Br)Br